perfluoro-tripropylamine hydrochloride Cl.FC(C(C(F)(F)F)(F)F)(N(C(C(C(F)(F)F)(F)F)(F)F)C(C(C(F)(F)F)(F)F)(F)F)F